1-{4-[4-(Cyclopropanecarbonyl)piperazine-1-carbonyl]phenyl}-3-[(1r,3R,5S,7r)-3,5-dimethyladamantan-1-yl]Urea C1(CC1)C(=O)N1CCN(CC1)C(=O)C1=CC=C(C=C1)NC(=O)NC12C[C@]3(C[C@](CC(C1)C3)(C2)C)C